COC(C(C(C1CCC2(OCCO2)CC1)=O)C1=C(C=C(C(=C1)C)Br)Cl)=O 2-(4-Bromo-2-chloro-5-methylphenyl)-3-oxo-3-(1,4-dioxaspiro[4.5]dec-8-yl)propionic acid methyl ester